[H-].[Na+].N1C(=NC=C1)C1=CC=C(COC=2C=C(N=NC2)Cl)C=C1 5-((4-(1H-imidazol-2-yl)benzyl)oxy)-3-chloropyridazine sodium hydride